N-(2,2-dicyclopropyl-1-(5-((2-oxo-4-(trifluoromethyl)imidazolidin-1-yl)methyl)benzo[d]oxazol-2-yl)ethyl)-1-((R)-3-hydroxybutyl)-1H-pyrazole-5-carboxamide C1(CC1)C(C(C=1OC2=C(N1)C=C(C=C2)CN2C(NC(C2)C(F)(F)F)=O)NC(=O)C2=CC=NN2CC[C@@H](C)O)C2CC2